tricyclo[3.2.2.02,4]non-8-ene-6-formic acid C12C3CC3C(C(C1)C(=O)O)C=C2